4-(3-(1-(3,3-difluoropyrrolidine-1-carbonyl)-4-oxido-1,4-azaphosphinan-4-yl)-4-fluorobenzyL)phthalazin-1(2H)-one FC1(CN(CC1)C(=O)N1CCP(CC1)(=O)C=1C=C(CC2=NNC(C3=CC=CC=C23)=O)C=CC1F)F